1-[(3-{[5-amino-7-(butyl-amino)-1H-pyrazolo[4,3-d]pyrimidin-1-yl]methyl}-4-methoxyphenyl)methyl]azetidin-3-ol NC=1N=C(C2=C(N1)C=NN2CC=2C=C(C=CC2OC)CN2CC(C2)O)NCCCC